3-(1-(4-isopropylbenzoyl)piperidin-3-ylphenoxy)-2-methylpropanoate C(C)(C)C1=CC=C(C(=O)N2CC(CCC2)C2=C(OCC(C(=O)[O-])C)C=CC=C2)C=C1